C(#N)C=1C=C2C(C=C(OC2=C(C1)C(C)NC1=C(C(=O)O)C=CC=C1)C1=CC2=CN(N=C2C=C1)C)=O 2-((1-(6-cyano-2-(2-methyl-2H-indazol-5-yl)-4-oxo-4H-chromen-8-yl)ethyl)amino)benzoic acid